CC(NC1=CC2=CC=CC=C2C=C1)(C)C(=O)O α-methyl-2-naphthyl-L-alanine